C1=NNC=2NC(C=3C=CC=CC3C21)=O 3,4-dihydro-5H-pyrazolo[3,4-c]isoquinolin-5-one